4-(chloromethyl)-N-(3-hydroxy-2,2-dimethylpropyl)benzamide ClCC1=CC=C(C(=O)NCC(CO)(C)C)C=C1